2-(4-trifluoromethylphenyl)pyrimidine FC(C1=CC=C(C=C1)C1=NC=CC=N1)(F)F